(1S,2S)-N-(6-(5-chloro-6-fluoro-7-(2-hydroxypropan-2-yl)-1H-indazol-4-yl)imidazo[1,2-a]pyrazin-2-yl)-2-fluorocyclopropane-1-carboxamide ClC=1C(=C2C=NNC2=C(C1F)C(C)(C)O)C=1N=CC=2N(C1)C=C(N2)NC(=O)[C@H]2[C@H](C2)F